C(C1=CC=CC=C1)OC1=C(C(=C(C(=C1)C)C(=O)OC1=C(C(=C(C(=O)O)C(=C1C)C)C)CC)C)C=C 4-[4-(benzyloxy)-3-vinyl-2,6-xylylcarbonyloxy]-3-ethyl-2,5,6-trimethylbenzoic acid